(pyridin-3-yl)-1H-imidazole-5-carboxamide N1=CC(=CC=C1)N1C=NC=C1C(=O)N